racemic-[trans-(2-hydroxy-1,2,3,4-tetrahydronaphthalen-1-yl)thio](phenyl)methanone O[C@H]1[C@@H](C2=CC=CC=C2CC1)SC(=O)C1=CC=CC=C1 |r|